FC1(CCN(CC1)C1=NC2=CC(=C(C=C2C(=N1)NC=1OC(=NN1)C)OC)C#CCN1CCCC1)F N-(2-(4,4-difluoropiperidin-1-yl)-6-methoxy-7-(3-(pyrrolidin-1-yl)prop-1-yn-1-yl)quinazolin-4-yl)-5-methyl-1,3,4-oxadiazol-2-amine